ClC1=C(C(=NC(=N1)SC)N(COCC[Si](C)(C)C)C1=NN(C(=C1)C)C1OCCCC1)OC1CC1 6-chloro-5-cyclopropyloxy-N-(5-methyl-1-(tetrahydro-2H-pyran-2-yl)-1H-pyrazol-3-yl)-2-(methylsulfanyl)-N-((2-(trimethylsilyl)ethoxy)methyl)pyrimidin-4-amine